C(C)C(C(=O)O)(O)C (-)-ethyl-lactic acid